Br\C=C/1\CN=CN1C (5Z)-5-(bromomethylene)-1-methylimidazoline